2-(4-((4-chloro-5-(trifluoromethyl)pyrimidin-2-yl)amino)-3-methyl-1H-pyrazol-1-yl)-2-methylpropanamide ClC1=NC(=NC=C1C(F)(F)F)NC=1C(=NN(C1)C(C(=O)N)(C)C)C